ClC1=C(C=CC=C1C)C=1CCCC2=C(C1C1=CC=C(C=C1)C=C1CN(C1)CCCF)C=CC(=C2)C(=O)O 8-(2-chloro-3-methylphenyl)-9-(4-((1-(3-fluoropropyl)azetidin-3-ylidene)methyl)phenyl)-6,7-dihydro-5H-benzo[7]annulene-3-carboxylic acid